C(CCC)OOP(O)(O)=O butyloxyphosphoric acid